3-((6-(3-chlorophenyl)-7,7-difluoro-3-azabicyclo[4.1.0]hept-3-yl)carbonyl)-1,5,7-trimethyl-1,5-dihydro-4H-pyrrolo[3,2-c]pyridin-4-one ClC=1C=C(C=CC1)C12CCN(CC2C1(F)F)C(=O)C1=CN(C2=C1C(N(C=C2C)C)=O)C